C(C1=CC=CC=C1)OCC1=NN(C(N1CC)=O)C1=CC(=NC=C1F)Cl ((Benzyloxy)methyl)-1-(2-chloro-5-fluoropyridin-4-yl)-4-ethyl-1H-1,2,4-triazol-5(4H)-one